BrC=1C=CC(=NC1)C(C(C)(N1N=C(C=C1)C)C)=O 1-(5-bromo-2-pyridinyl)-2-methyl-2-(3-methylpyrazol-1-yl)propan-1-one